6-(2-chloro-5-methoxy-phenyl)-3-[2-(1-hydroxy-1-methyl-ethyl)thieno[3,2-c]pyridin-7-yl]-1H-thieno[3,2-d]pyrimidine-2,4-dione ClC1=C(C=C(C=C1)OC)C1=CC=2NC(N(C(C2S1)=O)C=1C2=C(C=NC1)C=C(S2)C(C)(C)O)=O